FC(C)(F)C1=NC(=CC(=N1)NC1=CC(=NC=C1C1=CC=C2C(=N1)OCC(O2)(C)C)NC(C)=O)C(C)C N-(4-((2-(1,1-difluoroethyl)-6-isopropylpyrimidin-4-yl)amino)-5-(2,2-dimethyl-2,3-dihydro-[1,4]dioxino[2,3-b]pyridin-6-yl)pyridin-2-yl)acetamide